((3-(benzyloxy)azetidin-1-yl)sulfonyl)-1H-imidazole C(C1=CC=CC=C1)OC1CN(C1)S(=O)(=O)N1C=NC=C1